2-(1-adamantyl)acetamide C12(CC3CC(CC(C1)C3)C2)CC(=O)N